C(#N)C1=CC=C(C=C1)[C@@H]1C=C(CCN1C(=O)OCC1=CC=CC=C1)C1=CC=CC=C1 benzyl (S)-6-(4-cyanophenyl)-4-phenyl-3,6-dihydropyridine-1(2H)-carboxylate